Hafnium dioxid [O-2].[O-2].[Hf+4]